Methyl 10-hydroxyphenanthrene-9-carboxylate OC1=C(C2=CC=CC=C2C=2C=CC=CC12)C(=O)OC